O1N=CC(=C1)CCNC(O[C@H]1[C@H](NC[C@@H]1O)CC1=CC=C(C=C1)C1=CN=CS1)=O (2R,3S,4S)-4-hydroxy-2-(4-(thiazol-5-yl)benzyl)pyrrolidin-3-yl (2-(isoxazol-4-yl)ethyl)carbamate